FC(OC1=C(C=CC(=C1)C(F)(F)F)C=1C=2N(C(=NN1)N[C@H]1CN(CCC1)C)C=NC2)F 1-[2-(difluoromethoxy)-4-(trifluoromethyl)phenyl]-N-[(3R)-1-methylpiperidin-3-yl]imidazo[1,5-d][1,2,4]triazin-4-amine